4-(4-iodo-2-methoxy-benzoyl)-piperazine-1-carboxylic acid tert-butyl ester C(C)(C)(C)OC(=O)N1CCN(CC1)C(C1=C(C=C(C=C1)I)OC)=O